azaphosphinane-1-carboxylate N1(PCCCC1)C(=O)[O-]